O=C(CON=CCCC)N1CCN(CC1)C1=NC=C(C=N1)C(F)(F)F butyraldehyde-O-(2-oxo-2-(4-(5-(trifluoromethyl)pyrimidin-2-yl)piperazin-1-yl)ethyl) oxime